C(CCC)NC(=O)N1C(=NC2=C1C=CC=C2OC)OCC N-Butyl-2-ethoxy-4-methoxy-1H-benzo[d]imidazole-1-carboxamide